sodium carbonate, monohydrate O.C([O-])([O-])=O.[Na+].[Na+]